CN(C(=O)C=1C(=CC=CC1)C1=CC=CC=C1)C1=CC=C(C=C1)[N+](=O)[O-] N-methyl-N-(4-nitrophenyl)biphenyl-2-carboxamide